tert-butyl (1-(4-((4-amino-2-(((S)-pent-2-yl)oxy)imidazo[2,1-f][1,2,4]triazin-7-yl)methyl)piperidin-1-yl)prop-2-yl)(methyl)carbamate NC1=NC(=NN2C1=NC=C2CC2CCN(CC2)CC(C)N(C(OC(C)(C)C)=O)C)O[C@@H](C)CCC